O1CCC(=CC1)C1=CC2=C(N(C(C(N2C)=O)=O)C2CCN(CC2)C2=NC=CC(=N2)OC)N=C1 7-(3,6-dihydro-2H-pyran-4-yl)-4-(1-(4-methoxypyrimidin-2-yl)piperidin-4-yl)-1-methyl-1,4-dihydropyrido[2,3-b]pyrazine-2,3-dione